trans-3-(1H-indol-3-yl)-1-phenyl-2-propen-1-one N1C=C(C2=CC=CC=C12)/C=C/C(=O)C1=CC=CC=C1